C(C1=CC=CC=C1)OC(=O)N[C@@H](C(=O)OC)CC1=CC2=CC=CC=C2C(=C1)N(C)C(=O)OC(C)(C)C methyl (2R)-2-{[(benzyloxy)carbonyl]amino}-3-{4-[(tert-butoxycarbonyl)(methyl)amino]naphthalen-2-yl}propanoate